N1=C(C=CC=C1)CNCC1=CC=C(C=C1)CN(C1CCCC=2C=CC=NC12)CCNC(=O)NC1=CC=CC=C1 N-(2-pyridinylmethyl)-N'-[2-(phenylureido)ethyl]-N'-(5,6,7,8-tetrahydro-8-quinolinyl)-1,4-benzenedimethanamine